[3-(trimethoxysilyl) propyl] acrylate C(C=C)(=O)OCCC[Si](OC)(OC)OC